4,4'-methylene-bis(2-methyl-Aniline) C(C1=CC(=C(N)C=C1)C)C1=CC(=C(N)C=C1)C